FC1(CN(CC1(C)C)C=1C=2N(C(=CN1)C)N=C(C2)C=2C(NC(NC2)=O)=O)F 5-[4-(3,3-difluoro-4,4-dimethyl-pyrrolidin-1-yl)-7-methyl-pyrazolo[1,5-a]pyrazin-2-yl]-1H-pyrimidine-2,4-dione